N-(1-trityl-3-vinyl-pyrazolo[4,3-C]pyridin-6-yl)acetamide 2,3-dihydroxyprop-1-yl-hexadecanoate OC(COC(CCCCCCCCCCCCCCC)=O)CO.C(C1=CC=CC=C1)(C1=CC=CC=C1)(C1=CC=CC=C1)N1N=C(C=2C=NC(=CC21)NC(C)=O)C=C